C(C)(C)(C)C1=C(C(=CC(=C1)C)CC1=C(C(=CC(=C1)C)C(C)(C)C)O)OC(C=C)=O 2-tert-butyl-6-(3'-tert-butyl-5'-methyl-2'-hydroxybenzyl)-4-methylphenylacrylate